Benzo[d][1,3]dioxole-5-sulfonamide O1COC2=C1C=CC(=C2)S(=O)(=O)N